N-ethyl-2-(7-fluoro-4-methoxy-1H-indol-3-yl)-N-methylethan-1-amine C(C)N(CCC1=CNC2=C(C=CC(=C12)OC)F)C